2'-amino-5-chloro-2,4'-difluoro-N-(6-((tetrahydrofuran-3-yl)oxy)-5-(trifluoromethyl)pyridin-3-yl)-[1,1'-biphenyl]-4-carboxamide NC1=C(C=CC(=C1)F)C1=C(C=C(C(=C1)Cl)C(=O)NC=1C=NC(=C(C1)C(F)(F)F)OC1COCC1)F